COC1[C@]2(C)[C@@H](CC1)[C@@H]1CCC3CC(CC[C@]3(COC)[C@H]1CC2)O 17,19-dimethoxyandrostane-3-ol